C[N+](C)(CCCS(=O)(=O)[O-])CCCCCCCCCCCCCC 3-(N,N-Dimethyltetradecylammonio)propanesulfonate